CC1=C(C=C(C1)C(C)(C)C)C 1,2-dimethyl-4-t-butylcyclopentadiene